ClC=1C=CC(=C(C1)C1=CC(=C(N=N1)SCCOCCO)NC1=CC(=NC=C1)NC(CCN1CCN(CC1)C)=O)F N-(4-{[6-(5-chloro-2-fluoro-phenyl)-3-{[2-(2-hydroxy-ethoxy)ethyl]sulfanyl}pyridazin-4-yl]amino}pyridin-2-yl)-3-(4-methylpiperazin-1-yl)-propanamide